ClC1=C(C=CC=C1)C1CO1 (2-chlorophenyl) ethylene oxide